10-phenyl-12H-benzofuro[2,3-a]carbazole C1(=CC=CC=C1)C1=CC=CC2=C1OC1=C2C=CC=2C=3C=CC=CC3NC12